3,6-dimethylquinazolin-4-one CN1C=NC2=CC=C(C=C2C1=O)C